5-isopropyl-2-methylcyclohexa-1,3-diene C(C)(C)C1C=CC(=CC1)C